C1OCCO1 2,5-dioxolidine